COC1=CC=C(C2=C1NC(=N2)NC(=O)N2CC1(CC2)CCOCC1)C=1C=NN(C1)C N-[7-methoxy-4-(1-methyl-1H-pyrazol-4-yl)-1H-1,3-benzodiazol-2-yl]-8-oxa-2-azaspiro[4.5]decane-2-carboxamide